CC(=CCN(C(CCN1CCN(CC1)C(C1=CC=C(C=C1)C#N)=O)=O)C=1C(N(C(N(C1)C)=O)C)=O)C N-(3-methylbut-2-en-1-yl)-N-(1,3-dimethyl-2,4-dioxo-1,2,3,4-tetrahydropyrimidin-5-yl)-3-(4-(4-cyanobenzoyl)piperazin-1-yl)propionamide